2-[3-[4-[3-[3-amino-6-(2-hydroxyphenyl)pyridazin-4-yl]-3,8-diazabicyclo[3.2.1]oct-8-yl]-2-pyridinyl]prop-2-ynyl]-N-methyl-2-azabicyclo[2.1.1]hexane-1-carboxamide NC=1N=NC(=CC1N1CC2CCC(C1)N2C2=CC(=NC=C2)C#CCN2C1(CC(C2)C1)C(=O)NC)C1=C(C=CC=C1)O